ethyl 2-[3-cyclopropyl-2-(3,5-difluorophenyl)pyridin-4-yl]acetate C1(CC1)C=1C(=NC=CC1CC(=O)OCC)C1=CC(=CC(=C1)F)F